COC1=CC(=NC=C1C#N)N1C(N(C(C1)CN1C[C@@H](N[C@@H](C1)C=1C(=C2COC(C2=CC1)=O)C)C)C)=O 4-methoxy-6-(3-methyl-4-(((3S,5R)-3-methyl-5-(4-methyl-1-oxo-1,3-dihydroisobenzofuran-5-yl)piperazin-1-yl)methyl)-2-oxoimidazolidin-1-yl)nicotinonitrile